tert-butyl 3-methyl-4-(4,4,5,5-tetramethyl-1,3,2-dioxaborolan-2-yl)-1H-pyrrolo[2,3-b]pyridine-1-carboxylate CC1=CN(C2=NC=CC(=C21)B2OC(C(O2)(C)C)(C)C)C(=O)OC(C)(C)C